Cl.ClC1=C(OCC2[C@H]3CNC[C@@H]23)C=CC(=C1)F (1R,5S,6R)-6-[(2-chloro-4-fluoro-phenoxy)methyl]-3-azabicyclo[3.1.0]Hexane hydrochloride